C(C)OC=1C(=NC(=C(C1)N1[C@@H](CN(CC1)C(=O)N1[C@@H](CCC1)C(F)(F)F)CC)C(=O)N[C@H]1CNCC1)C=1C=NC=CC1 ethoxy-5-[(2R)-2-ethyl-4-[(2S)-2-(trifluoromethyl)pyrrolidine-1-carbonyl]piperazin-1-yl]-N-[(3R)-pyrrolidin-3-yl]-[2,3'-bipyridine]-6-carboxamide